CN(C([C@@H](CC(=O)[O-])N(C)C(=O)OCC1C2=CC=CC=C2C=2C=CC=CC12)=O)C (3R)-4-(dimethylamino)-3-[9H-fluorene-9-ylmethoxycarbonyl (methyl) amino]-4-oxobutanoate